C(C)N(CCNC(=O)C=1C2=C(NC1C)\C(\CC2)=C\2/C(NC1=CC=C(C=C21)N2[C@H](COCC2)C)=O)CC (S,Z)-N-(2-(diethylamino)ethyl)-2-methyl-6-(5-(3-methylmorpholino)-2-oxoindolin-3-ylidene)-1,4,5,6-tetrahydrocyclopenta[b]pyrrole-3-carboxamide